C[Si](O[Si](O[Si](C)(O[Si](C)(C)C)O[Si](C)(C)C)(O[Si](C)(O[Si](C)(C)C)O[Si](C)(C)C)C=CC1=CC=CC=C1)(O[Si](C)(C)C)O[Si](C)(C)C tris[methyl-bis(trimethylsiloxy)siloxy]silyl-styrene